NC1=NC=CC=C1C1=NC=2C(=NC(=CC2)N2N=C(C=C2)OC)N1C=1C=C2CC[C@@H](C2=CC1)NC(C1=CC(=C(C=C1)O)C=O)=O N-[(1S)-5-[2-(2-aminopyridin-3-yl)-5-(3-methoxypyrazol-1-yl)imidazo[4,5-b]pyridin-3-yl]-2,3-dihydro-1H-inden-1-yl]-3-formyl-4-hydroxybenzamide